N-(5-(4-chloro-2-methoxyphenoxy)thiazolo[5,4-b]pyridin-2-yl)-5-(2-methoxyphenyl)pyridazine-4-carboxamide ClC1=CC(=C(OC2=CC=C3C(=N2)SC(=N3)NC(=O)C3=CN=NC=C3C3=C(C=CC=C3)OC)C=C1)OC